7-(2-(3-(2-Chloro-6-methylphenyl)-5-cyclopropylisoxazol-4-yl)-7-azaspiro[3.5]non-1-en-7-yl)cinnolin ClC1=C(C(=CC=C1)C)C1=NOC(=C1C1=CC2(C1)CCN(CC2)C2=CC=C1C=CN=NC1=C2)C2CC2